CN(CCCOC(=O)NC=1C=C(C(=O)O)C=C(C1)NC(=O)OCCCN(C)C)C 3,5-bis(((3-(dimethylamino)propoxy)carbonyl)amino)benzoic acid